(S)-7,8-Dichloro-10-(2-methoxyethoxy)-1,5,5-trimethyl-3,4,5,6-tetrahydroazepino[4,5-b]indol-2(1H)-one ClC1=C(C=C(C=2C3=C(NC12)C(CNC([C@H]3C)=O)(C)C)OCCOC)Cl